1-Methyl-4-ethylpyridinium acetat C(C)(=O)[O-].C[N+]1=CC=C(C=C1)CC